trimethylnaphtho[1,2-c]furan-1(3H)-one CC1=CC2=CC=CC=C2C=2C(OC(C21)(C)C)=O